9-(4-((4-hydroxypiperidin-1-yl)carbonyl)phenyl)-2-(trifluoromethyl)-4H-pyrido[1,2-a]pyrimidin-4-one OC1CCN(CC1)C(=O)C1=CC=C(C=C1)C1=CC=CN2C1=NC(=CC2=O)C(F)(F)F